(±)-N-(5,6-Dihydro-4H-benzo[f]imidazo[1,2-a]azepin-4-yl)-4-phenylpyrimidine-2-carboxamide C1=CN=C2N1C1=C(CC[C@H]2NC(=O)C2=NC=CC(=N2)C2=CC=CC=C2)C=CC=C1 |r|